O=C1NN=C(C2=CC=CC=C12)CC=1C=CC(=C(C(=O)O)C1)F 5-((3,4-dihydro-4-oxo-1-phthalazinyl)methyl)-2-fluorobenzoic acid